2,3,4,6,6-pentaethyl-1,3-cyclohexadiene C(C)C1=CC(CC(=C1CC)CC)(CC)CC